N-(4-chlorophenyl)-5-methyl-2-morpholinopyrimidin-4-amine ClC1=CC=C(C=C1)NC1=NC(=NC=C1C)N1CCOCC1